(R)-1-((7-(4''-(((2-hydroxyethyl)amino)methyl)-2,2'-dimethyl-[1,1':3',1''-terphenyl]-3-yl)-[1,2,4]triazolo[4,3-a]pyridin-3-yl)methyl)pyrrolidine-3-carboxylic acid OCCNCC1=CC=C(C=C1)C=1C(=C(C=CC1)C1=C(C(=CC=C1)C1=CC=2N(C=C1)C(=NN2)CN2C[C@@H](CC2)C(=O)O)C)C